2-(5-((2-((4-amino-6-methylpyrimidin-2-yl)amino)ethoxy)methyl)thiophen-2-yl)-4-chlorobenzoic acid NC1=NC(=NC(=C1)C)NCCOCC1=CC=C(S1)C1=C(C(=O)O)C=CC(=C1)Cl